OCCN1CN(CN(C1)CCO)CCO hexahydro-1,3,5-tri(hydroxyethyl)s-triazine